ethyl 2-methyl-4-oxo-1,4-dihydropyrrolo[1,2-a]pyrimidine-8-carboxylate CC=1NC=2N(C(C1)=O)C=CC2C(=O)OCC